FC=1C(=NN(C1)C(C)C)[S@@](=O)(N)=NC(NC1=C2C(=NC3=C1CCC3)C3(CC2)CC3)=O |o1:9| (R) or (S)-4-Fluoro-1-isopropyl-N'-((1',5',6',7'-tetrahydro-2'H-spiro[cyclopropane-1,3'-dicyclopenta[b,e]pyridin]-8'-yl)carbamoyl)-1H-pyrazole-3-sulfonimidamide